[(S)-3-(2-Chloro-pyridin-4-yl)-2,7-dimethyl-6,7-dihydro-8-oxa-1,3a,4-triaza-as-indacen-5-yl]-(4-fluoro-piperidin-4-ylmethyl)-amine ClC1=NC=CC(=C1)C1=C(N=C2C=3O[C@H](CC3C(=NN12)NCC1(CCNCC1)F)C)C